ClC=1C=C(NC2(CCC3([C@H](CC4=CC=CC=C34)C[C@@H](CC)COC3=C4C(=NC=C3)C=CS4)CC2)C(=O)O)C=CC1 (1r,2'S,4S)-4-(3-chloroanilino)-2'-[(2R)-2-{[(thieno[3,2-b]pyridin-7-yl)oxy]methyl}butyl]-2',3'-dihydrospiro[cyclohexane-1,1'-indene]-4-carboxylic acid